1-(1-((1s,4s)-4-(Hydroxymethyl)cyclohexyl)-1H-indol-4-yl)dihydropyrimidine-2,4(1H,3H)-dione OCC1CCC(CC1)N1C=CC2=C(C=CC=C12)N1C(NC(CC1)=O)=O